CC(OCCOCC1=CC=CC=C1)(C)C 6,6-dimethyl-1-phenyl-2,5-dioxaheptane